C(C)(C)(C)OC(=O)N1CC=2N(CC1)N=CC2 6,7-dihydropyrazolo[1,5-a]Pyrazine-5(4H)-carboxylic acid tert-butyl ester